C(C)(C)OC1=CN=C(C=C1C#N)C1=NSC(=N1)NC1=NC=CC=C1C 5-isopropoxy-2-(5-(3-methylpyridin-2-ylamino)-1,2,4-thiadiazol-3-yl)isonicotinonitrile